CC1(CN(C=2C1=NC=CC2)C(=O)C2CCC(CC2)N(C)CC2=C(C=CC=C2)F)C (3,3-dimethyl-2,3-dihydro-1H-pyrrolo[3,2-b]pyridin-1-yl)((1r,4r)-4-((2-fluorobenzyl)(methyl)amino)cyclohexyl)methanone